(2-fluoro-6-(2H-1,2,3-triazol-2-yl)phenyl)((1S,4S,6R)-6-((5-(trifluoromethyl)pyrimidin-2-yl)amino)-2-azabicyclo[2.2.1]heptan-2-yl)methanone FC1=C(C(=CC=C1)N1N=CC=N1)C(=O)N1[C@@H]2[C@@H](C[C@H](C1)C2)NC2=NC=C(C=N2)C(F)(F)F